C(#N)C1=CC(=C(COC2=CC=CC(=N2)C2=C(C=C(CC3=NC4=C(N3CCF)C=C(C=C4)C(=O)O)C=C2)F)C=C1)F 2-(4-(6-(4-Cyano-2-fluorobenzyloxy)pyridin-2-yl)-3-fluorobenzyl)-1-(2-fluoroethyl)-1H-benzo[d]imidazole-6-carboxylic acid